C(#N)C1=C(OC=2C=C3C(N(C=NC3=CC2)C2CC3(C2)CCN(CC3)C(=O)OC(C)(C)C)=O)C(=CC=C1F)F tert-butyl 2-[6-(2-cyano-3,6-difluoro-phenoxy)-4-oxo-quinazolin-3-yl]-7-azaspiro[3.5]nonane-7-carboxylate